C(N)(=N)C=1C=C(OCCCCCOC=2C=CC(=NC2)C(N)=N)C=CC1 5-(5-(3-carbamimidoylphenoxy)-pentyloxy)picolin-imidamide